C1=CC=C2C(=C1)C(=O)O[Bi]O2.O bismuth oxysalicylate